NC1=NC=2C=CC(=CC2C2=C1C=NN2C)C(=O)NC2C=1C(OC2)=CSC1C=1C=NN(C1)C 4-amino-1-methyl-N-(4-(1-methyl-1H-pyrazol-4-yl)-2,3-dihydrothieno[3,4-b]furan-3-yl)-1H-pyrazolo[4,3-c]quinoline-8-carboxamide